FCCCCCCCCC=CCCCCCCCCCF 1,19-difluoro-9-nonadecene